1-bromo-4-(tert-butoxy)-1-butyne BrC#CCCOC(C)(C)C